N-nitrosophenyl-hydroxyamine aluminum salt [Al].N(=O)N(O)C1=CC=CC=C1